7-[amino(cyclopropylmethyl)amino]-3,3-dimethyl-2-oxo-indoline-1-carboxylic acid tert-butyl ester C(C)(C)(C)OC(=O)N1C(C(C2=CC=CC(=C12)N(CC1CC1)N)(C)C)=O